C1(CCCCC1)NC1=NC(=NC=C1C=1C=NN(C1)C)NC=1SC(=NN1)CC N4-cyclohexyl-N2-(5-ethyl-1,3,4-thiadiazol-2-yl)-5-(1-methyl-1H-pyrazol-4-yl)pyrimidine-2,4-diamine